diaminozirconocene N[C-]1C=CC=C1.[C-]1(C=CC=C1)N.[Zr+2]